ClC1=NC=NC(=C1C1(CC1)C(=O)N[C@H](C(=O)O)CCN(CCCCC1=NC=2NCCCC2C=C1)CCOC1CC1)C (S)-2-(1-(4-chloro-6-methylpyrimidin-5-yl)cyclopropane-1-carboxamido)-4-((2-cyclopropoxyethyl)(4-(5,6,7,8-tetrahydro-1,8-naphthyridin-2-yl)butyl)amino)butanoic acid